NC1=C(C(=NC=N1)OC1=CC(=C(C=C1)NC(=O)NCC)Cl)C=NOC (4-((6-amino-5-((methoxyimino)methyl)pyrimidin-4-yl)oxy)-2-chlorophenyl)-3-ethylurea